C(#N)C1=CC=C(CN2CC(N(C3(CN(C3)C(=O)NC)C2=O)CC2=CC=C(C=C2)C(F)(F)F)=O)C=C1 8-(4-cyanobenzyl)-N-methyl-6,9-dioxo-5-(4-(trifluoromethyl)benzyl)-2,5,8-triazaspiro[3.5]nonane-2-carboxamide